ClC=1C=CC(=C(C1)C1=CC(=NC=C1OC)OC)N1N=NC(=C1)Cl 4-[5-chloro-2-(4-chloro-1H-1,2,3-triazol-1-yl)phenyl]-2,5-dimethoxy-pyridin